(S)-2-Bromobutyric acid Br[C@H](C(=O)O)CC